magnesium 2-(tert-butyl)-2-methylpropionate C(C)(C)(C)C(C(=O)[O-])(C)C.[Mg+2].C(C)(C)(C)C(C(=O)[O-])(C)C